N1=C2N(C(=C1)C=1C=CC(=C(C1)O)C1=CN=C(N=N1)N1C[C@@H](NCC1)C(C)C)CCC2 5-(6,7-dihydro-5H-pyrrolo[1,2-a]imidazol-3-yl)-2-{3-[(3S)-3-(propan-2-yl)piperazin-1-yl]-1,2,4-triazin-6-yl}phenol